trans-(1r,4r)-4-((5-chloro-4-(6-(4-fluorophenyl)pyridin-2-yl)pyrimidin-2-yl)amino)-N-methylcyclohexane-1-carboxamide ClC=1C(=NC(=NC1)N[C@@H]1CC[C@H](CC1)C(=O)NC)C1=NC(=CC=C1)C1=CC=C(C=C1)F